OC=1C=CCC(C1)C=CC1=CC=C(C=C1)O 5,4'-dihydroxydihydrostilbene